tri(dibenzoylmethyl)phenanthrene europium [Eu].C(C1=CC=CC=C1)(=O)C(C(C1=CC=CC=C1)=O)C=1C(=C(C=2C=CC3=CC=CC=C3C2C1)C(C(C1=CC=CC=C1)=O)C(C1=CC=CC=C1)=O)C(C(C1=CC=CC=C1)=O)C(C1=CC=CC=C1)=O